2-methoxycrotonate CO/C(/C(=O)[O-])=C\C